CN(CC[C@@H](C(C)(C)O)NC(=O)C1=C(C=C2C=NN(C2=C1)CC(C)C)OC1=C(C=C(C=C1)F)F)C (S)-5-(2,4-difluorophenoxy)-1-isobutyl-1H-indazole-6-carboxylic acid [1-(2-dimethylaminoethyl)-2-hydroxy-2-methylpropyl]amide